BrC1=CC=C(C=C1)C(COC)(C)C=1N=C(SC1)CC(=O)N (4-(2-(4-bromophenyl)-1-methoxyprop-2-yl)thiazol-2-yl)acetamide